N[C@]1(CN(CC1)C1=C(C(=CC(=C1)Cl)Br)CN1C2=NC=NC(=C2N=C1)N)CCC(=O)NCC (R)-3-(3-amino-1-(2-((6-amino-9H-purin-9-yl)methyl)-3-bromo-5-chlorophenyl)pyrrolidin-3-yl)-N-ethylpropionamide